COC1=C(OC2=CC(=C(C(=C2C1=O)OC)OC)OC)C1=CC=C(C=C1)OC 3,4',5,6,7-pentamethoxyflavone